2-(2-morpholinoethylamino)-4-(benzothien-3-yl)pyrazolo[1,5-a][1,3,5]Triazine O1CCN(CC1)CCNC1=NC=2N(C(=N1)C1=CSC3=C1C=CC=C3)N=CC2